CC1(CNC2=C(O1)N=CC=C2)C 3,3-dimethyl-2,3-dihydro-1H-pyrido[2,3-b][1,4]oxazine